CC1=CC(=NN1CC=O)[N+](=O)[O-] (5-METHYL-3-NITRO-PYRAZOL-1-YL)-ACETALDEHYDE